5-(3,4-dimethoxyphenyl)-N-[2-(4-pyridyl)ethyl]imidazo[2,1-b][1,3,4]thiadiazol-2-amine COC=1C=C(C=CC1OC)C1=CN=C2SC(=NN21)NCCC2=CC=NC=C2